2,4-Dichloro-5-((trimethylsilyl)ethynyl)pyrimidine ClC1=NC=C(C(=N1)Cl)C#C[Si](C)(C)C